copper manganese tin [Sn].[Mn].[Cu]